N=1C=NN2C=NC(=CC21)OC2=C(C=C(C=C2)NC2=NC=NC1=CC=C(C(=C21)O[C@@H]2[C@@H](CN(CC2)C)F)OC)C cis-N-(4-([1,2,4]triazolo[1,5-c]pyrimidin-7-yloxy)-3-methylphenyl)-5-((3-fluoro-1-methylpiperidin-4-yl)oxy)-6-methoxyquinazolin-4-amine